C1(OC(C2=CC3=C(C(OC3=O)=O)C=C21)=O)=O furo[3,4-f][2]benzofuran-1,3,5,7-tetron